NC=1CC(=CC2=C(N1)C=C(C=C2I)Br)C(=O)O 2-amino-8-bromo-6-iodo-3H-benzo[b]azepine-4-carboxylic acid